N-(5-(((2R,5'S)-5-Cyclopropyl-5'-methyl-3H-spiro[furo[2,3-c]pyridine-2,3'-pyrrolidin]-1'-yl)methyl)-4-fluorothiazol-2-yl)acetamide C1(CC1)C=1C=C2C(=CN1)O[C@]1(CN([C@H](C1)C)CC1=C(N=C(S1)NC(C)=O)F)C2